Methyl-[(3-oxo-1H-2-benzothiopyran-4(3H)-ylidene) methoxy] acetate C(C)(=O)OOC(=C1C(SCC2=C1C=CC=C2)=O)C